C(C)(C)(C)OC(=O)N1CC(NCC1)COC=1C(=NC(=C(C(=O)O)C1)N1CC(OCC1)(C)C)Cl ((4-(tert-Butoxycarbonyl)piperazin-2-yl)methoxy)-6-chloro-2-(2,2-dimethylmorpholino)nicotinic acid